CO[C@@H](COC)C=1NC(C=2SC(=C3OCCCC1C23)C=2C=NNC2)=O (R)-5-(1,2-dimethoxyethyl)-1-(1H-pyrazol-4-yl)-4,6,7,8-tetrahydro-3H-9-oxa-2-thia-4-azabenzo[cd]azulen-3-one